1-(6,8-Difluoro-3-(4-(pyrrolidin-1-ylsulfonyl)piperazine-1-carbonyl)quinolin-4-yl)-4-methylpiperidine-4-carbonitrile FC=1C=C2C(=C(C=NC2=C(C1)F)C(=O)N1CCN(CC1)S(=O)(=O)N1CCCC1)N1CCC(CC1)(C#N)C